C(N)(O[C@H]1C(N(CC1)C1=NC(=CC(=N1)CC)N1CC=2C(=NC=CC2C1=O)C1=C(C=CC=C1OC)F)C(C)(C)C)=O ((3R)-tert-butyl 1-(4-ethyl-6-(4-(2-fluoro-6-methoxyphenyl)-1-oxo-1,3-dihydro-2H-pyrrolo[3,4-c]pyridin-2-yl) pyrimidin-2-yl) pyrrolidin-3-yl) carbamate